O=C1C(=C(N=C2N1C=CC(=C2)C(=O)OC)C(F)(F)F)C2=CC=C(C=C2)OCC(F)(F)F methyl 4-oxo-3-(4-(2,2,2-trifluoroethoxy)phenyl)-2-(trifluoromethyl)-4H-pyrido[1,2-a]pyrimidine-8-carboxylate